methanolate tartrate salt C(=O)([O-])C(O)C(O)C(=O)[O-].C[O-]